N1C[C@H](CCC1)NC1=NC=C(C(=N1)OC=1C=CC=C2C=CC=NC12)C(F)(F)F N-[(3S)-piperidin-3-yl]-5-(trifluoromethyl)-4-(quinolin-8-yloxy)pyrimidin-2-amine